ethyl 3-[1-[tert-butyl (dimethyl) silyl] oxyethyl]-4,5-dihydroisoxazole-5-carboxylate [Si](C)(C)(C(C)(C)C)OC(C)C1=NOC(C1)C(=O)OCC